4-(3-Cyclopropyl-4-((5-(4,5-dimethyl-2-nitrophenyl)furan-2-yl)methylene)-5-oxo-4,5-dihydro-1H-pyrazol-1-yl)benzoic acid C1(CC1)C1=NN(C(C1=CC=1OC(=CC1)C1=C(C=C(C(=C1)C)C)[N+](=O)[O-])=O)C1=CC=C(C(=O)O)C=C1